gamma-methylpropenyl-propoxytrimethoxysilane CCC=CCO[Si](OC)(OC)OCCC